COC(CNC)(C)C 2-methoxy-N,2-dimethylpropan-1-amine